P(=O)(OCCOC(C(=C)C)=O)([O-])[O-] 2-(methacryloyloxy)ethyl phosphate